(3S,4S)-(1-aminomethyl-3,4-dimethyl-cyclopentyl)-acetic acid NCC1(C[C@@H]([C@H](C1)C)C)CC(=O)O